C(#C)C1=CC(N(C=2N=C(N=CC21)NC2=CC1=C(CCNCC1)C=C2)C2=CC=CC=C2)=O 5-ethynyl-8-phenyl-2-((2,3,4,5-tetrahydro-1H-benzo[d]azepin-7-yl)amino)pyrido[2,3-d]pyrimidin-7(8H)-one